FC1=C(C=C(C=C1)F)C(CC#CC#CC=1C=CNC1)(C=1C(N(C=CC1)C)=O)O 4-(6-(2,5-difluorophenyl)-6-hydroxy-6-(1-methyl-2-oxo-1,2-dihydropyridin-3-yl)hexa-1,3-diyn-1-yl)-1H-pyrrole